(R)-4-(4-((1-(3-(2-(2-(dimethylamino)ethoxy)-1,1-difluoroethyl)-2-fluorophenyl)ethyl)amino)-7-methoxy-2-methylpyrido[2,3-d]pyrimidin-6-yl)thiomorpholine 1,1-dioxide CN(CCOCC(F)(F)C=1C(=C(C=CC1)[C@@H](C)NC=1C2=C(N=C(N1)C)N=C(C(=C2)N2CCS(CC2)(=O)=O)OC)F)C